5-(4-((4-((1-methylpiperidin-4-yl)Oxy)phenyl)ethynyl)phenyl)-3-((2-((1S)-1-((tetrahydro-2H-pyran-2-yl)oxy)ethyl)-1H-imidazole-1-yl)methyl)isoxazole CN1CCC(CC1)OC1=CC=C(C=C1)C#CC1=CC=C(C=C1)C1=CC(=NO1)CN1C(=NC=C1)[C@H](C)OC1OCCCC1